NC1=NN(C=2CN(CCC21)S(=O)(=O)C2=CC=CC=C2)C(=O)C2CCNC1=CC=CC=C21 (3-amino-6-(phenylsulfonyl)-4,5,6,7-tetrahydro-pyrazolo[3,4-c]pyridin-1-yl)(1,2,3,4-tetrahydro-quinolin-4-yl)methanone